C(C)(C)[C@H]1C(NC=2C(=NC(=NC2N1C)N[C@H]1C[C@H](C1)NC(OC(C)(C)C)=O)C)=O tert-Butyl (cis-3-(((7S)-7-isopropyl-4,8-dimethyl-6-oxo-5,6,7,8-tetrahydropteridin-2-yl)amino)cyclobutyl)carbamate